OC1=CC=C([C@H](N)C(=O)O)C=C1 4-HYDROXY-L-PHENYLGLYCINE